C(CCCCCCCCCCCCCCCCCCC)C=1C=C(C=2[C@H]3[C@H](C(OC2C1)(C)C)CCC(=C3)C)O (6aR,10aR)-3-eicosyl-6,6,9-trimethyl-6a,7,8,10a-tetrahydro-6H-benzo[c]chromen-1-ol